COC1=CC=C(C=C1)C(OC[C@@H]1[C@@H]([C@H]([C@@H](S1)N1C=2N=C(NC(C2N=C1)=O)C(C(=O)N)(C)C)O[Si](C)(C)C(C)(C)C)F)(C1=CC=CC=C1)C1=CC=C(C=C1)OC (9-((2R,3R,4R,5R)-5-((bis(4-methoxyphenyl)(phenyl)-methoxy)methyl)-3-((tert-butyldimethylsilyl)oxy)-4-fluorotetrahydrothiophen-2-yl)-6-oxo-6,9-dihydro-1H-purin-2-yl)isobutyramide